(7R,8R,9R)-7-(2-methoxyethoxy)-2,3-dimethyl-9-phenyl-7,8,9,10-tetrahydroimidazo[1,2-h][1,7]naphthyridin-8-ol COCCO[C@H]1[C@@H]([C@H](NC=2C=3N(C=CC12)C(=C(N3)C)C)C3=CC=CC=C3)O